tertbutyl N-((1-(2-(benzyloxy)ethyl)cyclopropyl)methyl)-N-((chloromethoxy)carbonyl)glycinate C(C1=CC=CC=C1)OCCC1(CC1)CN(CC(=O)OC(C)(C)C)C(=O)OCCl